[Cu-](Cl)(Cl)Cl copper(II) trichloride